ClC1=CC=C(C=C1)N1C(=NN=C1[C@@H]1CC[C@H](CC1)OC1=NC=CC=C1)CC1=NOC(=C1)C Trans-3-[[4-(4-chlorophenyl)-5-(4-pyridin-2-yloxy-cyclohexyl)-1,2,4-triazol-3-yl]methyl]-5-methyl-1,2-oxazole